tert-butyl 4-(4-((4-(bis(4-methoxybenzyl) amino)-2-butoxyimidazo[2,1-f][1,2,4]triazin-7-yl) (hydroxy) methyl)-2-methylphenyl)-3,6-dihydropyridine-1(2H)-carboxylate COC1=CC=C(CN(C2=NC(=NN3C2=NC=C3C(C3=CC(=C(C=C3)C=3CCN(CC3)C(=O)OC(C)(C)C)C)O)OCCCC)CC3=CC=C(C=C3)OC)C=C1